2-amino-3-cyano-4-(4-bromo-2-thiazolyl)-6-methyl-4H-pyran-5-carboxylic acid methyl ester COC(=O)C=1C(C(=C(OC1C)N)C#N)C=1SC=C(N1)Br